4-((1-Ethyl-7-methoxy-1H-indazol-6-yl)amino)-6-((trans)-2-fluorocyclopropane-1-carboxamido)-N-(methyl-d3)nicotinamide C(C)N1N=CC2=CC=C(C(=C12)OC)NC1=CC(=NC=C1C(=O)NC([2H])([2H])[2H])NC(=O)[C@H]1[C@@H](C1)F